BrC1=C(C=C(C=C1)C=O)[N+](=O)[O-] 4-bromo-3-nitrobenzene-1-carbaldehyde